4-methyl-pyrazin CN1CC=NC=C1